4-(2-methoxy-2-propanyl)phenylpropanal COC(C)(C)C1=CC=C(C=C1)C(C=O)C